3-methyl-5-(N-(3-(1-methyl-1H-pyrazol-5-yl)phenethyl)sulfamoyl)benzofuran-2-carboxylic acid CC1=C(OC2=C1C=C(C=C2)S(NCCC2=CC(=CC=C2)C2=CC=NN2C)(=O)=O)C(=O)O